C(C)(C)(C)OC(C(C#N)C1=C(C(=CC=C1)Cl)F)=O.BrC1=CC(=CC(=C1)C(F)(F)F)C(F)(F)F 1-Bromo-3,5-bis(trifluoromethyl)benzene tert-butyl-(3-chloro-2-fluorophenyl)(cyano)acetate